1-(3-hydroxy-2-(pyridin-2-yl)-2,4,5,7-tetrahydro-6H-pyrazolo[3,4-c]pyridin-6-yl)ethan-1-one OC=1N(N=C2CN(CCC21)C(C)=O)C2=NC=CC=C2